CN1C=C(C2=CC=CC=C12)C(CNS(=O)(=O)C=1C=C2C=CNC2=CC1)N1CCCC1 N-(2-(1-methyl-1H-indol-3-yl)-2-(pyrrolidin-1-yl)ethyl)-1H-indole-5-sulfonamide